S1SC(C=C1)C(=O)[O-].C(CCC)[Sn+3].S1SC(C=C1)C(=O)[O-].S1SC(C=C1)C(=O)[O-] butyltin dithiolate